C(=O)(O)CN(CC(=O)O)CCCCCCCC N-(carboxymethyl)-N-octylglycine